CC(CC(=O)NC1=C(C=C(C=C1)NCC1=CC=C(C=C1)C(F)(F)F)N1CCCCC1)(C)C 3,3-dimethyl-N-(2-(piperidin-1-yl)-4-((4-(trifluoromethyl)benzyl)amino)phenyl)butanamide